NC1=C(C=C(C=N1)C=1C=C2N(N1)CC[C@]21CN(CC1)C(=O)NCC)OCC=1C=NN(C1)C |r| (rac)-2'-{6-amino-5-[(1-methyl-1H-pyrazol-4-yl)methoxy]pyridin-3-yl}-N-ethyl-5',6'-dihydrospiro[pyrrolidine-3,4'-pyrrolo[1,2-b]pyrazole]-1-carboxamide